(S)-2-(3-fluoro-1,1-diphenylprop-2-yl)-5-hydroxy-N-(isoxazol-4-yl)-1-methyl-6-oxo-1,6-dihydropyrimidine-4-carboxamide FC[C@@H](C(C1=CC=CC=C1)C1=CC=CC=C1)C=1N(C(C(=C(N1)C(=O)NC=1C=NOC1)O)=O)C